N-[1-[(6-chloro-3-pyridinyl)methyl]-2(1H)-pyridinylidene]-2,2,2-trifluoroacetamide ClC1=CC=C(C=N1)CN1C(C=CC=C1)=NC(C(F)(F)F)=O